COC1=CC=C(CNC2=NC3=CC=C(C=C3C=C2C(NCC2=CC=C(C=C2)OC)=O)C(=O)O)C=C1 2-((4-methoxybenzyl)amino)-3-((4-methoxybenzyl)carbamoyl)quinoline-6-carboxylic acid